FCS(=O)(=O)N[C@@H]1[C@@H](N(CC12CC2)C(=O)[C@]2(OCC2)CO)CC=2C(=C(C=CC2)C2=CC=CC=C2)F 1-fluoro-N-((6S,7S)-6-((2-fluoro-[1,1'-biphenyl]-3-yl)methyl)-5-((R)-2-(hydroxymethyl)oxetane-2-carbonyl)-5-azaspiro[2.4]heptan-7-yl)methanesulfonamide